C(C1=CC=CC=C1)OCC1CCC(CC1)C=1N(C2=C(N1)C=C(C(=C2)NC(=O)C2=NC(=CC=C2)C(F)(F)F)OC)COCC[Si](C)(C)C N-[2-[4-(benzyloxymethyl)cyclohexyl]-6-methoxy-3-(2-trimethylsilylethoxymethyl)benzimidazol-5-yl]-6-(trifluoromethyl)pyridine-2-carboxamide